FC=1C=NC(=NC1)N1CCC(CC1)C(=O)N1N=C(CC1C1=CC=CC=C1)C (1-(5-fluoropyrimidin-2-yl)piperidin-4-yl)(3-methyl-5-phenyl-4,5-dihydro-1H-pyrazol-1-yl)methanone